[PH2](OC(CC)C)=O.[Al] aluminum methylpropyl phosphinate